ClC=1N=C(C2=C(N1)C(=C(N=C2)Cl)F)N2CC1CCC(C2)N1C(=O)OCC1=CC=CC=C1 benzyl 3-(2,7-dichloro-8-fluoropyrido[4,3-d]pyrimidin-4-yl)-3,8-diazabicyclo[3.2.1]octane-8-carboxylate